tert-butyl 6-(4-(4-bromophenyl)-5-hydroxy-1H-pyrazol-1-yl)nicotinate BrC1=CC=C(C=C1)C=1C=NN(C1O)C1=NC=C(C(=O)OC(C)(C)C)C=C1